2-chloro-4-methoxy-5-(1-(2-methoxyethyl)-1H-pyrazol-4-yl)pyrimidine ClC1=NC=C(C(=N1)OC)C=1C=NN(C1)CCOC